1,5-anhydro-2,3-dideoxy-3-(7,8-dimethyl-6-((6-(1-methyl-1H-pyrazol-3-yl)pyridin-3-yl)methyl)-4-oxoquinazolin-3(4H)-yl)-L-threo-pentitol CC1=C(C=C2C(N(C=NC2=C1C)[C@H]1CCOC[C@@H]1O)=O)CC=1C=NC(=CC1)C1=NN(C=C1)C